4-(5-((3,4-difluorobenzyl)carbamoyl)thiophen-2-yl)-6-(2-(4-fluorophenyl)-2-methylpropyl)-2-isobutyl-5-(5-methyl-1,3,4-oxadiazol-2-yl)nicotinamide FC=1C=C(CNC(=O)C2=CC=C(S2)C2=C(C(=NC(=C2C(=O)N)CC(C)C)CC(C)(C)C2=CC=C(C=C2)F)C=2OC(=NN2)C)C=CC1F